BrC1=CC(=C(C(=C1)O)O)C=NC1=CC=C(C=C1)Cl 5-bromo-3-((4-chlorophenylimino)meth-yl)benzene-1,2-diol